C(CCCCCCCCC(=O)OC1=C(C(=C(C(=C1F)F)F)F)F)(=O)OC1=C(C=CC=C1F)F 2,6-Difluorophenyl pentafluorophenyl decanedioate